OCC=1C=CC(=C(C1)NC(OC(C)(C)C)=O)OCOC tert-Butyl (5-(hydroxymethyl)-2-(methoxymethoxy)phenyl)carbamate